tert-butyl 4-[5-(2,8-dimethylimidazo[1,2-b]pyridazin-6-yl)-7-methoxy-indazol-2-yl]piperidine-1-carboxylate CC=1N=C2N(N=C(C=C2C)C2=CC3=CN(N=C3C(=C2)OC)C2CCN(CC2)C(=O)OC(C)(C)C)C1